3-bromo-N-(4-chloro-3-methoxy-2,6-dimethylphenyl)-5-methylpyridin-2-amine BrC=1C(=NC=C(C1)C)NC1=C(C(=C(C=C1C)Cl)OC)C